(4-amino-7-fluoroimidazo[1,5-a]quinoxalin-8-yl)((4aS,9aR)-7-fluoro-2,3,9,9a-tetrahydroindeno[2,1-b][1,4]oxazin-4(4aH)-yl)methanone NC=1C=2N(C3=CC(=C(C=C3N1)F)C(=O)N1[C@@H]3[C@H](OCC1)CC=1C=C(C=CC13)F)C=NC2